C(C)(C)(C)OC(COCC1=C(C=CC=C1)C1=CCC(CC1)OCC1C2(COCC(N2)=O)CCCN1C(=O)[O-])=O 7-({[4-(2-{[2-(tert-butoxy)-2-oxoethoxy]methyl}phenyl)cyclohex-3-en-1-yl]oxy}methyl)-2-oxo-4-oxa-1,8-diazaspiro[5.5]undecane-8-carboxylate